C(C)[C@]1(CN(CC[C@@H]1O)C1=NC=CC(=N1)NC=1N=CC2=C(C=CC(=C2C1)C(C)C)N1[C@@H]([C@H](C1)CS(=O)(=O)C)C)F (3R,4S)-3-ethyl-3-fluoro-1-[4-({8-[(2R,3S)-3-(methanesulfonylmeth-yl)-2-methylazetidin-1-yl]-5-(propan-2-yl)isoquinolin-3-yl}amino)pyrimidin-2-yl]piperidin-4-ol